4-(2-((R)-3-(2-(trifluoromethoxy)phenyl)morpholino)-7-azaspiro[3.5]nonan-7-yl)benzamide FC(OC1=C(C=CC=C1)[C@@H]1COCCN1C1CC2(C1)CCN(CC2)C2=CC=C(C(=O)N)C=C2)(F)F